C(CCCCCCCCCCCC)NNC(=O)C1=CC=C(CC2=C(C(=O)N)C=CC=C2)C=C1 (4-(2-tridecylhydrazine-1-carbonyl)benzyl)benzamide